5-(methoxycarbonyl)quinoline 1-oxide COC(=O)C1=C2C=CC=[N+](C2=CC=C1)[O-]